C(#N)C(C(=O)O)O 2-cyanoglycolic acid